BrC=1C=CC=2N(C3=CC=C(C=C3C2C1)Br)CC 3,6-dibromo-9-Ethylcarbazole